5-((5-(diethylamino)pentan-2-yl)amino)-N-(6-hydroxyquinolin-8-yl)pyrazine-2-carboxamide C(C)N(CCCC(C)NC=1N=CC(=NC1)C(=O)NC=1C=C(C=C2C=CC=NC12)O)CC